2,5-bis(sulfanylmethyl)-1,4-dithiane SCC1SCC(SC1)CS